[3-[2,4-difluoro-3-(methylsulfonyl) benzoyl]-1H-pyrazolo[3,4-b]pyridin-5-yl] benzoate hydrochloride Cl.C(C1=CC=CC=C1)(=O)OC=1C=C2C(=NC1)NN=C2C(C2=C(C(=C(C=C2)F)S(=O)(=O)C)F)=O